5-BROMOIMIDAZO[1,2-A]PYRIDIN-2-CARBALDEHYDE BrC1=CC=CC=2N1C=C(N2)C=O